C(C)(C)(C)OC(=O)C(CCCC(C(C)C12CC(C1)(C2)COC)=O)C (8S,8aR)-7-(tert-butoxycarbonyl)-2-(3-(methoxymethyl)bicyclo[1.1.1]Pentane-1-yl)-3-oxooctane